5-(1-methyl-2-oxo-2,3-dihydro-1H-indol-3-yl)-6-(2-naphthyl)-1H-pyrrolo[2,3-d]pyrimidine-2,4(3H,7H)-dione CN1C(C(C2=CC=CC=C12)C1=C(NC=2NC(NC(C21)=O)=O)C2=CC1=CC=CC=C1C=C2)=O